ClC=1C(=C(C(=CC1)N1N=NN=C1)C1=CC(N2[C@@H](CC(C2(C1([2H])[2H])[2H])([2H])[2H])C=1NC(=CN1)C1=C(C(=NC=C1)CO)F)=O)F (3S)-7-(3-chloro-2-fluoro-6-(1H-tetrazol-1-yl)phenyl)-3-(5-(3-fluoro-2-(hydroxymethyl)pyridin-4-yl)-1H-imidazol-2-yl)-2,3,8,8a-tetrahydroindolizin-5(1H)-one-1,1,8,8,8a-d5